di(cyanoethoxy)ethane C(#N)CCOC(C)OCCC#N